CC1=NC(=CC=C1C1OCCC(C1)CC(=O)O)C=1N=NN(C1CN1C(C=CC(=C1)CCC)=O)C 2-[2-(2-methyl-6-{1-methyl-5-[(2-oxo-5-propyl-1,2-dihydropyridin-1-yl)methyl]-1H-1,2,3-triazol-4-yl}pyridin-3-yl)oxan-4-yl]acetic acid